C(C)C1=NC(=C2N1C1=C(OC2)C(=CC(=C1)Br)F)C(=O)O.[C@@H]1([C@@H](O)[C@H](O)[C@H](O)CO1)N1C(=O)N=C(N)C=C1 1-β-D-arabinosyl-cytosine Ethyl-8-Bromo-6-fluoro-4H-benzo[b]imidazo[1,5-d][1,4]oxazine-3-carboxylate